[N-](S(=O)(=O)C(F)(F)F)S(=O)(=O)C(F)(F)F.N1C=NC=C1 imidazole bis(trifluoromethanesulfonyl)imide salt